1-({3,4-difluoro-2-[(2-fluoro-4-iodophenyl)amino]phenyl}carbonyl)-3-{[(2-pyridin-4-ylethyl)amino]methyl}azetidin-3-ol FC=1C(=C(C=CC1F)C(=O)N1CC(C1)(O)CNCCC1=CC=NC=C1)NC1=C(C=C(C=C1)I)F